CC1CC=CC(N1)=O 6-methyl-5,6-dihydropyridin-2(1H)-one